5-methyl-2,4-dinitroanisole CC=1C(=CC(=C(C1)OC)[N+](=O)[O-])[N+](=O)[O-]